CN(CCOC1=NC=C(C(=N1)C(=O)NC1(CC1)C1=CC=CC2=CC=CC=C12)C)C 2-(2-(Dimethylamino)ethoxy)-5-methyl-N-(1-(naphthalen-1-yl)cyclopropyl)pyrimidine-4-carboxamide